FC1=C(C=C(C(=C1)F)F)[C@H]1OC=CC[C@@H]1NC(OC(C)(C)C)=O tert-butyl ((2R,3S)-2-(2,4,5-trifluorophenyl)-3,4-dihydro-2H-pyran-3-yl)carbamate